C(C)OC(C(=O)O)=C.OC1=CC=C(C=C1)C(C)(C)C1=CC=C(C=C1)O bisphenol A ethoxyacrylate